C(C)C(C(=O)N1CC2(CCN3N=C(C=C32)C=3C=NC2=CC=CC=C2C3)C1)CC 2-ethyl-1-[2'-(quinolin-3-yl)-5',6'-dihydrospiro[azetidine-3,4'-pyrrolo[1,2-b]pyrazol]-1-yl]butan-1-one